BrC=1C=CC=C2C(N(NC12)C1CCC(CC1)C(=O)NC1=CC(=C(C=C1)C)OC)=O (1r,4r)-4-(7-bromo-3-oxo-1H-indazol-2(3H)-yl)-N-(3-methoxy-4-methylphenyl)cyclohexanecarboxamide